5-carboxymethyl-amino-2-thiouridine C(=O)(O)CC=1C(NC(N([C@]2([C@H](O)[C@H](O)[C@@H](CO)O2)N)C1)=S)=O